C1=CC=C(C(=C1)Cl)Cl Dichlorobenzol